2-(2-(cyclopropanesulfonamido)-6-(trifluoromethyl)pyrimidin-4-yl)-N-(5-(6-ethoxypyrazin-2-yl)pyridin-2-yl)-2-methylpropanamide C1(CC1)S(=O)(=O)NC1=NC(=CC(=N1)C(C(=O)NC1=NC=C(C=C1)C1=NC(=CN=C1)OCC)(C)C)C(F)(F)F